FC1=C(COC2=CC(=CC=3NC(=NC32)CN3C(C(=CC=C3)NC([C@H](CC/C=C/C(=O)N(C)C)NC(COC)=O)=O)=O)F)C=CC(=C1)F (S,E)-N7-(1-((4-((2,4-Difluorobenzyl)oxy)-6-fluoro-1H-benzo[d]imidazol-2-yl)methyl)-2-oxo-1,2-dihydropyridin-3-yl)-6-(2-methoxyacetamido)-N1,N1-dimethylhept-2-endiamid